(3ar,5R,6s,6ar)-5-((R)-2,2-dimethyl-1,3-dioxolan-4-yl)-2,2-dimethyltetrahydrofuran CC1(OC[C@@H](O1)[C@H]1CCC(O1)(C)C)C